C(C)(C)(C)OC(=O)N1CCC(CC1)N1N=NC(=C1C)C=1C=C(C=2N(C1)N=CC2C#N)O 4-[4-(3-Cyano-4-hydroxy-pyrazolo[1,5-a]pyridin-6-yl)-5-methyl-triazol-1-yl]piperidine-1-carboxylic acid tert-butyl ester